1-[2-cyano-4-(trifluoromethyl)phenyl]-4-{2'-ethoxy-3-fluoro-[2,3'-bipyridine]-5-yl}-N-[(3R)-1-methylpyrrolidin-3-yl]piperidine-4-carboxamide C(#N)C1=C(C=CC(=C1)C(F)(F)F)N1CCC(CC1)(C(=O)N[C@H]1CN(CC1)C)C=1C=C(C(=NC1)C=1C(=NC=CC1)OCC)F